C(C1=CC=CC=C1)OC(=O)N1[C@@H](CCC1)C(=O)NC=1C=C2C(=C(NC2=CC1)C1=CC=C(C=C1)NC(=O)[C@H]1N(CCC1)C(=O)OCC1=CC=CC=C1)C1=CC(=CC=C1)OC benzyl (2S)-2-[(4-{5-[({(2S)-1-[(benzyloxy)carbonyl]pyrrolidin-2-yl}carbonyl)amino]-3-(3-methoxyphenyl)-1H-indol-2-yl}phenyl)carbamoyl]pyrrolidine-1-carboxylate